[Pb].[Sc].[Bi] Bismuth scandium-lead